C(C)OC(=O)[C@@H]1C(=C([C@H]1C1=CC=CC=C1)C1=CC=CC=C1)C1SCCCS1 trans-2-(1,3-dithian-2-yl)-3,4-diphenyl-cyclobut-2-ene-1-carboxylic acid ethyl ester